3-chlorophenol ClC=1C=C(C=CC1)O